FC=1C=C(C=C2C=NC(=NC12)C1CCOCC1)CN1C[C@H](CC1)OC=1C=C2CN(C(C2=CC1)=O)[C@@H]1C(NC(CC1)=O)=O (S)-3-(5-(((S)-1-((8-fluoro-2-(tetrahydro-2H-pyran-4-yl)quinazolin-6-yl)methyl)-pyrrolidin-3-yl)oxy)-1-oxoisoindolin-2-yl)piperidine-2,6-dione